5-(4-((6-cyclopentyl-1,4-dioxan-2-yl)methoxy)phenyl)-2-oxo-6-(trifluoromethyl)-1,2-dihydropyridine-3-carboxamide C1(CCCC1)C1COCC(O1)COC1=CC=C(C=C1)C=1C=C(C(NC1C(F)(F)F)=O)C(=O)N